ClC=1C=C(C=CC1OCC1=CC(=CC=C1)F)NC1=NC=NC2=CC=C(C(=C12)OC)NC(\C=C\[C@@H]1N(CCC1)C(C)C)=O (R,E)-N-(4-((3-chloro-4-(3-fluorobenzyloxy)phenyl)amino)-5-methoxyquinazolin-6-yl)-3-(1-isopropylpyrrolidine-2-yl)acrylamide